2-amino-5-(4-(2-amino-2-phenylacetamido)-2-methylphenyl)-N-isopropyl-nicotinamide NC1=C(C(=O)NC(C)C)C=C(C=N1)C1=C(C=C(C=C1)NC(C(C1=CC=CC=C1)N)=O)C